FC(C1=CN=CC(=N1)C(C)=NO)(F)F [6-(trifluoromethyl)pyrazin-2-yl]ethanone oxime